C(C)(C)(C)N(C(=O)OC=1C(=C(C=C2C1C=CO2)C)C2=CC1=C(N=N2)N(C=C1)[C@H]1[C@@H](CC1)O)[C@@H]1CSCC1 |&1:27,28| 6-methyl-5-[7-[rac-(1R,2R)-2-hydroxycyclobutyl]pyrrolo[2,3-c]pyridazin-3-yl]benzofuran-4-ol tert-butyl-N-[(3S)-tetrahydrothiophen-3-yl]carbamate